C(#N)C1CCN(CC1)C=1N=C(C2=C(C=NNC2=O)N1)NC1=CC=C(C=C1)N1CCC(CC1)CC(=O)O 2-(1-(4-((2-(4-cyanopiperidin-1-yl)-5-oxo-5,6-dihydropyrimido[4,5-d]pyridazin-4-yl)amino)phenyl)piperidin-4-yl)acetic acid